CN(C)CC1=CC(=C(C=C1)C=1C=2N(C(=NC1)NCC1=C(C=CC3=C1CCO3)F)C=C(N2)C#N)C 8-(4-((dimethylamino)methyl)-2-methylphenyl)-5-(((5-fluoro-2,3-dihydrobenzofuran-4-yl)methyl)amino)imidazo[1,2-c]pyrimidine-2-carbonitrile